2,3-dicyano-5,6-dichlorohydroquinone C(#N)C1=C(O)C(=C(C(=C1C#N)O)Cl)Cl